C(CCCCCCC)(=O)OCC ethyl Caprylate